C(CCCCCCCCCCCCCCC)(=O)OCCCCCCCCCCCC\C=C/CCCCCCCC Erucyl palmitate